The molecule is a retinoid obtained by epoxidation across the 5,6-double bond of retinoic acid. It has a role as an antineoplastic agent, a human xenobiotic metabolite, a rat metabolite and an EC 4.1.1.17 (ornithine decarboxylase) inhibitor. It is a retinoid and an epoxide. It derives from an all-trans-retinoic acid. It is a conjugate acid of a 5,6-epoxyretinoate. C/C(=C\\C=C\\C(=C\\C(=O)O)\\C)/C=C/C12C(CCCC1(O2)C)(C)C